FC1=C2C(=NC=NC2=CC=C1N1CCNCC1)N 5-fluoro-6-(piperazin-1-yl)quinazolin-4-amine